FC=1C=C(OC2=CC=C(C=C2)[C@H]2SCC[C@@H](NC2=O)CNC(=O)C2=NC=CC=N2)C=C(C1)F N-[[(2R,5R)-2-[4-(3,5-difluorophenoxy)phenyl]-3-oxo-1,4-thiazepan-5-yl]methyl]pyrimidine-2-carboxamide